2-[6-[7-Amino-5-[(3,3,3-trifluoropropyl)thio]-3H-1,2,3-triazolo[4,5-d]-pyrimidin-3-yl]-tetrahydro-2,2-dimethyl-4H-cyclopenta-1,3-dioxol-4-yloxy]ethanol NC=1C2=C(N=C(N1)SCCC(F)(F)F)N(N=N2)C2CC(C1C2OC(O1)(C)C)OCCO